6-cyclopentyl-N2-(4-methoxy-3-(3-(pyrrolidin-1-yl)propoxy)phenyl)-N4-methylpyrimidine-2,4-diamine C1(CCCC1)C1=CC(=NC(=N1)NC1=CC(=C(C=C1)OC)OCCCN1CCCC1)NC